1,4-dihydro-1,2,4,5-tetrazine-3,6-dicarboxylic acid N1N=C(NN=C1C(=O)O)C(=O)O